N-[(4R)-4-methyl-2-(trifluoroacetyl)-1,2,3,4-tetrahydroisoquinolin-7-yl]-5-(trifluoromethyl)pyridine-3-carboxamide C[C@H]1CN(CC2=CC(=CC=C12)NC(=O)C=1C=NC=C(C1)C(F)(F)F)C(C(F)(F)F)=O